FC(OC1=C(C=CC(=C1C)F)[C@@H]1[C@@H](O[C@]([C@H]1C)(C(F)(F)F)C)C(=O)NC1=CC(=NC=C1)C(=O)N)F 4-((2R,3R,4S,5R)-3-(2-(difluoromethoxy)-4-fluoro-3-methylphenyl)-4,5-dimethyl-5-(trifluoromethyl)tetrahydrofuran-2-carboxamido)picolinamide